FC1=CC=C(C=C1)CN1C(CCC1=O)C(C(=O)O)C 2-[1-[(4-fluorophenyl)methyl]-5-oxopyrrolidin-2-yl]propionic acid